C(OC)(OCCNC(CCCCC1SCC2NC(NC21)=O)=O)=O methyl (2-(5-(2-oxohexahydro-1H-thieno[3,4-d]imidazol-4-yl)pentanamido)ethyl) carbonate